5,5,6,6,7,7,8,8,8-nonafluorooctane-1,2-diol FC(CCC(CO)O)(C(C(C(F)(F)F)(F)F)(F)F)F